[Cl-].C(CC)[N+](C)(C)CCCCCCCCCC propyl-decyl-dimethyl-ammonium chloride